1,1,1,3,3,3-hexafluoropropan-2-yl-4-(2-(pyrrolidin-1-yl)-4-(trifluoromethyl)benzyl)piperazine-1-carboxylic acid monohydrochloride Cl.FC(C(C(F)(F)F)C1N(CCN(C1)CC1=C(C=C(C=C1)C(F)(F)F)N1CCCC1)C(=O)O)(F)F